(2R,5R)-3-(4-amino-2-fluorophenylethyl)-2-(1-(4-bromophenyl)-3-(1H-pyrrol-3-yl)-1H-pyrazol-4-yl)-5-methyloxazolidin-4-one NC1=CC(=C(C=C1)CCN1[C@H](O[C@@H](C1=O)C)C=1C(=NN(C1)C1=CC=C(C=C1)Br)C1=CNC=C1)F